NCC(CN1N=CN(C1=O)C1=C(C=C(C=N1)C=1C=C2CCC(NC2=C(C1)C)=O)C)=C(F)F 6-[6-[1-[2-(aminomethyl)-3,3-difluoro-allyl]-5-oxo-1,2,4-triazol-4-yl]-5-methyl-3-pyridinyl]-8-methyl-3,4-dihydro-1H-quinolin-2-one